(S)-4-(4-(difluoromethyl)pyrazolo[1,5-a]pyridin-2-yl)-5-(5-(trifluoromethyl)pyrimidin-2-yl)-4,5,6,7-tetrahydro-1H-imidazo[4,5-c]pyridine FC(C=1C=2N(C=CC1)N=C(C2)[C@H]2N(CCC1=C2N=CN1)C1=NC=C(C=N1)C(F)(F)F)F